C12C(CC(CC1)C2)C2=CC=NC=C2 4-(bicyclo[2.2.1]heptan-2-yl)pyridine